N[N+](=O)[O-].N[N+](=O)[O-].[Li] lithium dinitramide